C[C@@H]1O[C@@H](CN(C1)C1=CC=CC(=N1)C1=NC2=CC(=NC=C2C=C1)CC(=O)NC1=CC(=CC=C1)C1COCC1)C 2-(2-(6-((cis)-2,6-dimethylmorpholino)pyridin-2-yl)-1,6-naphthyridin-7-yl)-N-(3-(tetrahydrofuran-3-yl)phenyl)acetamide